C(C)(C)(C)OC(=O)N([C@H](CO[C@@H](C(=O)OCC1=CC=CC=C1)C)CC(C)C)C Benzyl (2R)-2-[(2S)-2-[tert-butoxycarbonyl(methyl)amino]-4-methyl-pentoxy]propanoate